ClC=1C=C(C=NC1N1CCNCC1)C=1OC(=NN1)C 2-(5-chloro-6-piperazin-1-yl-3-pyridyl)-5-methyl-1,3,4-oxadiazole